CC1=CCC2C(CCCC2(C1)CO)(C)C (3,8,8-trimethyl-1,4,5,6,7,8a-hexahydronaphthalene-4a-yl)methanol